ClC=1C=CC(=NC1)S(=O)(=O)N1C[C@@H]([C@@](C1)([C@H](C)O)O)OC1=CC(=C(C#N)C=C1)F 4-(((3S,4R)-1-((5-chloropyridin-2-yl)sulfonyl)-4-hydroxy-4-((S)-1-hydroxyethyl)Pyrrolidin-3-yl)oxy)-2-fluorobenzonitrile